magnesium carbonate sulfate S(=O)(=O)([O-])[O-].C(O)(O)=O.[Mg+2]